[(5-methylfuran-2-yl)methyl]benzamide CC1=CC=C(O1)CC1=C(C(=O)N)C=CC=C1